FC(C1=NC=2C(=NC(=CC2)C(F)(F)F)N1C=1C=C2C=NNC2=CC1)F 5-[2-(Difluoromethyl)-5-(trifluoromethyl)imidazo[4,5-b]pyridin-3-yl]-1H-indazol